5-(methyl-diethoxysilyl)-2-norbornene C[Si](C1C2C=CC(C1)C2)(OCC)OCC